((19Z,22Z)-10-isocyano-10-tosyloctacosa-19,22-dien-1-yl)((pentylthio)methyl)sulfane [N+](#[C-])C(CCCCCCCCCSCSCCCCC)(CCCCCCCC\C=C/C\C=C/CCCCC)S(=O)(=O)C1=CC=C(C)C=C1